p-toluenesulfonic acid-mono-hydrate O.CC1=CC=C(C=C1)S(=O)(=O)O